3,5-dibromo-2,6-dimethylpyridin-4-amine BrC=1C(=NC(=C(C1N)Br)C)C